NCCCNC1=NC(=NC(=C1)C)NC(=O)NC=1C=C2C=CN=CC2=CC1 1-(4-((3-aminopropyl)amino)-6-methylpyrimidin-2-yl)-3-(isoquinolin-6-yl)urea